ClC=1N=CC2=C(N1)N(C(C2)=O)[C@H]2C[C@@H](CCC2)OC2OCCCC2 2-Chloro-7-[(1R,3R)-3-(oxan-2-yloxy)cyclohexyl]-5H-pyrrolo[2,3-d]pyrimidin-6-one